C(C)(=O)[O-].C(C)(=O)[O-].[Na+].[Na+].[Na+] trisodium diacetate